4-fluoro-N-((1,2,3,5,6,7-hexahydro-s-indacen-4-yl)carbamoyl)-4,5,6,7-tetrahydropyrazolo[1,5-a]pyridine-3-sulfonimidamide FC1C=2N(CCC1)N=CC2S(=O)(NC(NC2=C1CCCC1=CC=1CCCC21)=O)=N